C(CCC)N1C(CCC1)(C(=O)C1=NCCC1)C(=O)OC N-butyl-2-(methoxycarbonyl)-2-(1-pyrroline-2-carbonyl)tetrahydropyrrole